3-phenyl-1,2-dihydropyridin-2-one hydrochloride Cl.C1(=CC=CC=C1)C=1C(NC=CC1)=O